CC=1C(=NC=CC1C)NC(C)C1=CC=C(C(=O)O)C=C1 4-[1-[(3,4-dimethyl-2-pyridyl)amino]ethyl]benzoic acid